N-(2-oxo-2-(4-(5-(trifluoromethyl)-1,2,4-oxadiazol-3-yl)phenyl)ethyl)isonicotinamide O=C(CNC(C1=CC=NC=C1)=O)C1=CC=C(C=C1)C1=NOC(=N1)C(F)(F)F